FC=1C=CC(=NC1)C1=NN(C=C1C1=C2C(=NC=C1C(F)(F)F)NC=C2)C 4-[3-(5-fluoro-2-pyridinyl)-1-methyl-pyrazol-4-yl]-5-(trifluoromethyl)-1H-pyrrolo[2,3-b]pyridine